4-ethyloctane C(C)C(CCC)CCCC